1-(tert-butyl)-3-(3-(3,5-dimethoxyphenyl)-7-((4,4,4-trifluorobutyl)amino)-1,8-naphthyridin-2-yl)urea C(C)(C)(C)NC(=O)NC1=NC2=NC(=CC=C2C=C1C1=CC(=CC(=C1)OC)OC)NCCCC(F)(F)F